NC1=NN2C([C@@H]([C@H](CC2)[C@@H]2N3C(C4=CC=CC=C24)=CN=C3)O)=C1 (4R,5R)-2-Amino-5-((S)-5H-imidazo[5,1-a]isoindol-5-yl)-4,5,6,7-tetrahydropyrazolo[1,5-a]pyridin-4-ol